2,2'-(2',5'-bis(9,9-dimethylacridin-10(9H)-yl)-[1,1':4',1''-terphenyl]-4,4''-diyl)bis(benzo[d]oxazole) CC1(C2=CC=CC=C2N(C=2C=CC=CC12)C1=C(C=C(C(=C1)C1=CC=C(C=C1)C=1OC2=C(N1)C=CC=C2)N2C=1C=CC=CC1C(C1=CC=CC=C21)(C)C)C2=CC=C(C=C2)C=2OC1=C(N2)C=CC=C1)C